4-((8-ethoxy-7-(1H-pyrazol-4-yl)-[1,2,4]triazolo[1,5-a]pyridin-2-yl)amino)-3-methyl-N-(1-(3-nitrophenyl)piperidin-4-yl)benzenesulfonamide C(C)OC=1C=2N(C=CC1C=1C=NNC1)N=C(N2)NC2=C(C=C(C=C2)S(=O)(=O)NC2CCN(CC2)C2=CC(=CC=C2)[N+](=O)[O-])C